2-chloro-4-(Cyclopentylamino)pyrimidine-5-carboxylic acid ClC1=NC=C(C(=N1)NC1CCCC1)C(=O)O